1,2,3,4-tetrahydro-[1,5]naphthyridine N1CCCC2=NC=CC=C12